ClC1=CC(=NC(=C1)N1CCOCC1)N1C(OCC1)=O 3-[4-chloro-6-(morpholin-4-yl)pyridin-2-yl]-1,3-oxazolidin-2-one